BrC1=CC(=C(C=C1)NC(OC(C)(C)C)=O)[N+](=O)[O-] tert-butyl (4-bromo-2-nitrophenyl)carbamate